1-Bromo-3-fluoro-5-(methylthio)benzene BrC1=CC(=CC(=C1)SC)F